[I-].C[NH2+]C N,N-dimethylammonium iodide